1-[4-[benzoylphenylsulfonyl]phenyl]-2-methyl-2-(4-methylphenylsulfonyl)propan-1-one C(C1=CC=CC=C1)(=O)C1=C(C=CC=C1)S(=O)(=O)C1=CC=C(C=C1)C(C(C)(S(=O)(=O)C1=CC=C(C=C1)C)C)=O